C/C(=C\C)/C=1C(=C(C(=C2C=NNC12)C=1N=CC=2N(C1)C=C(N2)NC(=O)C2C(C2)F)Cl)F N-(6-(7-((E)-but-2-en-2-yl)-5-chloro-6-fluoro-1H-indazol-4-yl)imidazo[1,2-a]pyrazin-2-yl)-2-fluorocyclopropane-1-carboxamide